N=1NC(C=CC1)=O 3(2H)-PYRIDAZINONE